O1C(CCCC1)OC1=C(C=CC=C1[Li])C1=CC=CC=C1 2-((tetrahydro-2H-pyran-2-yl)oxy)-[1,1'-biphenyl]-3-yllithium